CC(C(C)O)(C=CC1C(C(=CC1)C)(C)C)C 3,3-Dimethyl-5-(2,2,3-trimethyl-3-cyclopenten-1-yl)-4-penten-2-ol